FC1=C(C=CC(=C1)F)CCC(=O)N1CCN(CC1)C1=NC=C(C=C1)O 3-(2,4-Difluorophenyl)-1-[4-(5-hydroxypyridin-2-yl)-piperazin-1-yl]-propan-1-one